N-(4-([1,2,4]triazolo[1,5-c]pyrimidin-7-yloxy)-3-methylphenyl)-5-(2-(2,2-difluoroethyl)-2,6-diazabicyclo[3.2.0]heptan-6-yl)-6-methoxyquinazolin-4-amine N=1C=NN2C=NC(=CC21)OC2=C(C=C(C=C2)NC2=NC=NC1=CC=C(C(=C21)N2C1CCN(C1C2)CC(F)F)OC)C